[C@H]12CN(C[C@H](CC1)N2)C2=NC(=NC1=CC(=CC=C21)C2=CNC1=CC=C(C=C21)Cl)OC[C@H]2N(CCC2)C 4-((1R,5S)-3,8-diazabicyclo[3.2.1]octan-3-yl)-7-(5-chloro-1H-indol-3-yl)-2-(((S)-1-methylpyrrolidin-2-yl)methoxy)quinazoline